FC1=C(C=C(C=C1)C)C(C)N (1-(2-fluoro-5-methylphenyl)ethyl)amine